4-methyl-2-(2-nitrophenyl)pent-4-enamide tert-butyl-7-((trans)-4-(4-amino-5-iodo-7H-pyrrolo[2,3-d]pyrimidin-7-yl)cyclohexyl)-2,7-diazaspiro[4.4]nonane-2-carboxylate C(C)(C)(C)OC(=O)N1CC2(CC1)CN(CC2)[C@@H]2CC[C@H](CC2)N2C=C(C1=C2N=CN=C1N)I.CC(CC(C(=O)N)C1=C(C=CC=C1)[N+](=O)[O-])=C